6-tert-butyl-10-methylOxy-2-oxo-9-(2-propylthiazol-5-yl)-6,7-dihydro-2H-pyrido[2,1-a]Isoquinoline-3-carboxylic acid ethyl ester C(C)OC(=O)C=1C(C=C2N(C(CC3=CC(=C(C=C23)OC)C2=CN=C(S2)CCC)C(C)(C)C)C1)=O